FC=1C=C(C=C(C1)F)C=1C=C2CCC(C2=CC1)NC(O[C@@H]1CN2CCC1CC2)=O (S)-quinuclidin-3-yl (5-(3,5-difluorophenyl)-2,3-dihydro-1H-inden-1-yl)carbamate